C(C)(C)N1C(=NN=C1)C1=CC=CC(=N1)N1C(C2=CC(=CC=C2C1)S(=O)(=O)C)=O 2-(6-(4-isopropyl-4H-1,2,4-triazol-3-yl)pyridin-2-yl)-6-(methylsulfonyl)isoindolin-1-one